4-(fluoromethyl)piperidine-1-carboxylic acid tert-butyl ester C(C)(C)(C)OC(=O)N1CCC(CC1)CF